(4-hydroxy-3-methoxyphenyl)acetic acid-N-n-octylamide C(CCCCCCC)NC(CC1=CC(=C(C=C1)O)OC)=O